C1(CC1)C#C[C@@]1(NC(NC2=CC(=C(C=C12)F)CN(C1=NNC=C1)C)=O)C(C)(F)F (S)-4-(cyclopropylethynyl)-4-(1,1-difluoroethyl)-6-fluoro-7-((methyl(1H-pyrazol-3-yl)amino)methyl)-3,4-dihydroquinazolin-2(1H)-one